O=S1(N(CC(N1)=O)C=1C(=C(C=CC1O)C#CC1[C@@H]2CN(C[C@H]12)C(=O)OC)F)=O methyl (1R,5S,6S)-6-((3-(1,1-dioxido-4-oxo-1,2,5-thiadiazolidin-2-yl)-2-fluoro-4-hydroxyphenyl)ethynyl)-3-azabicyclo[3.1.0]hexane-3-carboxylate